(6-(3-methyl-1H-pyrrolo[2,3-b]pyridin-5-yl)-8-((R)-morpholin-3-yl)-3,4-dihydroisoquinolin-2(1H)-yl)((S)-2-methylmorpholine) CC1=CNC2=NC=C(C=C21)C=2C=C1CCN(CC1=C(C2)[C@H]2NCCOC2)N2C[C@@H](OCC2)C